CC(CCCCN)CCCC(C)N 5-methyl-1,9-diaminodecane